O1CCC(=CC1)C=1N(C2=CC=CC=C2C1)C(=O)OC(C)(C)C tert-butyl 2-(3,6-dihydro-2H-pyran-4-yl)-1H-indole-1-carboxylate